N1C=CC=2C1=C(N=CC2)C(=O)N 1H-pyrrolo[2,3-c]Pyridine-7-carboxamide